2-(dimethylsulfamoylmethyl)benzoic acid CN(S(=O)(=O)CC1=C(C(=O)O)C=CC=C1)C